5,7-dimethoxy-2H-1-benzopyran COC1=CC(=CC2=C1C=CCO2)OC